C(C)(C)OC(=O)N1C2=C(OCC1)N=CC(=C2)C=2C=CC=1N(N2)C=C(N1)NC(CCCCCCCCCCC(=O)O)=O 12-((6-(1-(isopropoxycarbonyl)-2,3-dihydro-1H-pyrido[2,3-b][1,4]oxazin-7-yl)imidazo[1,2-b]pyridazin-2-yl)amino)-12-oxododecanoic acid